(Z)-2-(5-methoxy-2-methyl-1-(3,4,5-trimethoxybenzylidene)-1H-inden-3-yl)acetic acid COC=1C=C2C(=C(/C(/C2=CC1)=C/C1=CC(=C(C(=C1)OC)OC)OC)C)CC(=O)O